C(COCCO)OCCO 2'-(ethane-1,2-diylbis(oxy))diethanol